tert-butyl 4-ethyl-2,2-dimethyl-1-oxa-4,9-diazaspiro[5.5]undecane-9-carboxylate C(C)N1CC(OC2(C1)CCN(CC2)C(=O)OC(C)(C)C)(C)C